COC(=O)C1=CC2=CN(N=C2C=C1OC)C1CCC(CC1)NC 6-methoxy-2-((1R,4R)-4-(methylamino)cyclohexyl)-2H-indazole-5-carboxylic acid methyl ester